C(#N)C=1C=C2CC(CC2=CC1)NC(=O)[C@H]1N(C[C@@H](C1)O)C([C@H](C(C)(C)C)N1N=NC(=C1)C1CC1)=O (2S,4r)-N-(5-cyanoindan-2-yl)-1-[(2S)-2-(4-cyclopropyltriazol-1-yl)-3,3-dimethyl-butyryl]-4-hydroxy-pyrrolidine-2-carboxamide